N'-(o-tolylmethyl)-N'-[[5-(trifluoromethyl)-2-pyridyl]methyl]oxamide C1(=C(C=CC=C1)CN(C(C(N)=O)=O)CC1=NC=C(C=C1)C(F)(F)F)C